2-(2,4-Dichlorophenyl)-4,5-diphenyl-1H-imidazol-1-yl benzoate C(C1=CC=CC=C1)(=O)ON1C(=NC(=C1C1=CC=CC=C1)C1=CC=CC=C1)C1=C(C=C(C=C1)Cl)Cl